COC=1C=C(C#N)C=CC1C1=CC2=C(C=3C=NNC3C=C2)C=2CCCCC12 3-Methoxy-4-(8,9,10,11-tetrahydro-3H-naphtho[1,2-e]indazol-7-yl)benzonitrile